C(C(C)C)C1=CC=C(C=C1)C(C(=O)OC1=C2C(=CNC2=CC=C1)CCN(C)C)C 3-(2-(dimethylamino)ethyl)-1H-indol-4-yl 2-(4-isobutylphenyl)propanoate